CC=1C=C(C=CC1OCC1OC1)C1C=CC(C=C1)C1=CC=C(C=C1)OCC1OC1 1-{3-methyl-4-(oxiranylmethoxy)phenyl}-4-{4-(oxiranylmethoxy)phenyl}-2,5-cyclohexadiene